IC1=CC(=C(C=C1C)N(C(C#CC)=O)C1=CC=C2C(=N1)C(=NN2C)O[C@@H]2CC[C@H](CC2)C(=O)O)N2CCCC2 (trans)-4-((5-(N-(4-iodo-5-methyl-2-(pyrrolidin-1-yl)phenyl)but-2-ynamido)-1-methyl-1H-pyrazolo[4,3-b]pyridin-3-yl)oxy)cyclohexane-1-carboxylic acid